N-(3,4-dichlorophenyl)-1H-benzo[D]imidazole-2-formamide ClC=1C=C(C=CC1Cl)NC(=O)C1=NC2=C(N1)C=CC=C2